4-[5-[4-[4-Amino-3-(difluoromethyl)pyrazol-1-yl]-1-piperidyl]pentyl]-2-(2,6-dioxo-3-piperidyl)isoindoline-1,3-dione NC=1C(=NN(C1)C1CCN(CC1)CCCCCC1=C2C(N(C(C2=CC=C1)=O)C1C(NC(CC1)=O)=O)=O)C(F)F